C1(CC1)C1=NN(C=N1)C1CC2(CN(C2)C(=O)N2CCC(CC2)[C@@H](C(=O)N)C2=CC=C(C=C2)F)C1 (2R)-2-[1-[6-(3-cyclopropyl-1,2,4-triazol-1-yl)-2-azaspiro[3.3]heptane-2-carbonyl]-4-piperidinyl]-2-(4-fluorophenyl)acetamide